C(C)(C)C=1SC(=CN1)B1OC(C(O1)(C)C)(C)C 2-isopropyl-5-(4,4,5,5-tetramethyl-1,3,2-dioxaborolan-2-yl)-1,3-thiazole